7-hydroxy-5-methoxy-3-(2-(2-methoxyethoxy)ethyl)-4-methyl-2H-chromen-2-one OC1=CC(=C2C(=C(C(OC2=C1)=O)CCOCCOC)C)OC